bis(2,6-dichlorobenzoyl)-4-propylphenyl-phosphine oxide ClC1=C(C(=O)P(C2=CC=C(C=C2)CCC)(C(C2=C(C=CC=C2Cl)Cl)=O)=O)C(=CC=C1)Cl